((R)-1-(3,5-dichloropyridin-4-yl)ethoxy)-6-fluoro-3-iodo-1-(tetrahydro-2H-pyran-2-yl)-1H-indazole ClC=1C=NC=C(C1[C@@H](C)OC1=C2C(=NN(C2=CC(=C1)F)C1OCCCC1)I)Cl